diphenyl-(1-(phenylamino)butyl)phosphine oxide C1(=CC=CC=C1)P(C(CCC)NC1=CC=CC=C1)(C1=CC=CC=C1)=O